[Si](C)(C)(C(C)(C)C)OCCOC1=C(C=CC(=C1)F)N1C(=C(C2=C1C=C1C=NN(C1=C2)C(C(C)(C)C)=O)C2=C(C=C(C(=O)[O-])C=C2)O)C(C)C 4-[5-[2-[2-[tert-butyl (dimethyl) silyl] oxyethoxy]-4-fluoro-phenyl]-1-(2,2-dimethylpropionyl)-6-isopropyl-pyrrolo[2,3-f]indazol-7-yl]-3-hydroxy-benzoate